OC1=C(C=CC(=C1)C(F)(F)F)C1=C2C(=C(N=N1)C1(C[C@H](O[C@H](C1)C)C)O)N=CC=C2 (2R,4r,6S)-4-(5-(2-hydroxy-4-(trifluoromethyl)-phenyl)pyrido[2,3-d]pyridazin-8-yl)-2,6-dimethyltetrahydro-2H-pyran-4-ol